Racemic-7,7-dimethyl-N-(3-phenyl-1H-indazol-5-yl)-4,5,6,7-tetrahydro-[1,2,3]triazolo[1,5-a]pyridine-6-carboxamide CC1([C@@H](CCC=2N1N=NC2)C(=O)NC=2C=C1C(=NNC1=CC2)C2=CC=CC=C2)C |r|